OCCS(=O)(=O)NC1=CC(=C(C(=O)NC2=CC=C3CCCN(C3=C2)C(C(C)(C)C)=O)C=C1)N1CCC2(CC2)CC1 4-((2-hydroxyethyl)sulfonamido)-N-(1-pivaloyl-1,2,3,4-tetrahydroquinolin-7-yl)-2-(6-azaspiro[2.5]octan-6-yl)benzamide